C(CCCCCCC\C=C/CCCCCCCC)(=O)OCC(O)CO.C(CCCCCCC\C=C/CCCCCCCC)(=O)OCC(O)CO.C(CCCCCCC\C=C/CCCCCCCC)(=O)OCC(O)CO.C(CCCCCCC\C=C/CCCCCCCC)(=O)OCC(O)CO.C(CCCCCCC\C=C/CCCCCCCC)(=O)OCC(O)CO.C(CCCCCCC\C=C/CCCCCCCC)(=O)OCC(O)CO hexaglyceryl hexaoleate